N-(3,5-dichloro-4-(2,6-dioxopiperidin-3-yl)benzyl)-2-methyl-2-(1-methyl-6-oxo-1,6-dihydropyridazin-4-yl)propanamide ClC=1C=C(CNC(C(C)(C=2C=NN(C(C2)=O)C)C)=O)C=C(C1C1C(NC(CC1)=O)=O)Cl